O=C1NC(CCC1N1C(C2=CC=CC(=C2C1=O)OCCN(C(OC(C)(C)C)=O)C)=O)=O tert-butyl N-[2-[2-(2,6-dioxo-3-piperidyl)-1,3-dioxo-isoindolin-4-yl]oxyethyl]-N-methyl-carbamate